(5-(azetidin-3-ylamino)-2-methylphenyl)-2-(2-((4-chlorobenzyl)thio)-4H-imidazo[4,5-b]pyridin-4-yl)butanamide N1CC(C1)NC=1C=CC(=C(C1)C(C(=O)N)(CC)N1C=2C(=CC=C1)N=C(N2)SCC2=CC=C(C=C2)Cl)C